((3-(4-Hydroxybicyclo[2.2.1]heptane-1-carboxamido)-5-(trifluoromethyl)phenyl)-carbamoyl)(3-(pyridin-2-ylmethyl)-1,2,3-oxadiazol-3-ium-5-yl)amide OC12CCC(CC1)(C2)C(=O)NC=2C=C(C=C(C2)C(F)(F)F)NC(=O)[N-]C2=C[N+](=NO2)CC2=NC=CC=C2